(trans-3-(3-cyclopropyl-4-morpholino-1H-pyrazol-1-yl)cyclobutyl)methanamine C1(CC1)C1=NN(C=C1N1CCOCC1)[C@@H]1C[C@H](C1)CN